9H-thioxanthene hexafluorophosphate F[P-](F)(F)(F)(F)F.C1=CC=CC=2SC3=CC=CC=C3CC12